N-(4-((2-(1,1-difluoroethyl)-6-methylpyrimidin-4-yl)amino)-5-(2-methyl-2H-1,2,3-triazol-4-yl)pyridin-2-yl)acetamide FC(C)(F)C1=NC(=CC(=N1)NC1=CC(=NC=C1C1=NN(N=C1)C)NC(C)=O)C